FC1=C(C=CC2=C1C=C(O2)C(=O)N(C)C)C=2CN(CCC2)C(=O)[C@H]2N(CC1=CC=CC=C1C2)C=O (S)-4-fluoro-5-(1-(2-formyl-1,2,3,4-tetrahydroisoquinoline-3-carbonyl)-1,2,5,6-tetrahydropyridin-3-yl)-N,N-dimethylbenzofuran-2-carboxamide